N1=CC(=CC=C1)CCNC(=O)N (2-(pyridin-3-yl)ethyl)urea